N1=NC=C2C=C3C(C=C12)=CC=N3 pyrrolo[2,3-f]indazol